COC1=NC=CC(=C1)S(=O)(=O)N1CCC2(CCC(C2)N2CC3(COC3)C2)CC1 6-(8-((2-methoxypyridin-4-yl)sulfonyl)-8-azaspiro[4.5]decan-2-yl)-2-oxa-6-azaspiro[3.3]heptane